Ethyl-7-(4-(trifluoromethyl)phenoxy)-3,4-dihydroisoquinoline-2(1H)-sulfonamide C(C)C1N(CCC2=CC=C(C=C12)OC1=CC=C(C=C1)C(F)(F)F)S(=O)(=O)N